NC1=C2N=CN(C2=NC(=N1)Cl)[C@H]1[C@@H]([C@@]([C@H](O1)COC(C(=O)NO)C=1N=CSC1)(O)C#C)O 2-(((2R,3S,4R,5R)-5-(6-amino-2-chloro-9H-purin-9-yl)-3-ethynyl-3,4-dihydroxytetrahydrofuran-2-yl)methoxy)-N-hydroxy-2-(thiazol-4-yl)acetamide